tert-butyl (3S)-3-(piperazin-1-yl)-1-oxa-8-azaspiro[4.5]decane-8-carboxylate N1(CCNCC1)[C@@H]1COC2(C1)CCN(CC2)C(=O)OC(C)(C)C